N-(tert-butyl)-2-(4-methoxyphenyl)-2H-indazole-3-carboxamide C(C)(C)(C)NC(=O)C=1N(N=C2C=CC=CC12)C1=CC=C(C=C1)OC